1,2,3,4,5-pentabromo-6-fluorobenzene BrC1=C(C(=C(C(=C1F)Br)Br)Br)Br